ClC1=C2C(=C3N(C1=O)C1(NC3=O)CCCCC1)CCC2 6'-Chloro-8',9'-dihydrospiro[cyclohexane-1,3'-cyclopenta[c]imidazo[1,5-a]pyridine]-1',5'(2'H,7'H)-dione